4-Amino-N-(3,4-dimethylphenyl)-6-((3-fluorophenyl)amino)pyridineamide NC1=CC(=NC(=C1)NC1=CC(=CC=C1)F)C(=O)NC1=CC(=C(C=C1)C)C